tert-butyl ((1-((3-((cyclohexylmethyl) sulfonamido)-4-methoxy benzo[d]isoxazol-6-yl)methyl)-1H-pyrazol-4-yl)methyl)carbamate C1(CCCCC1)CS(=O)(=O)NC1=NOC2=C1C(=CC(=C2)CN2N=CC(=C2)CNC(OC(C)(C)C)=O)OC